C(=O)(OC(C)(C)C)NC(OC)(OC)OC BOC-aminotri(methoxy)methane